ClC1=NC=C(C(=N1)C=1C=NN2C1C=CC(=C2)C2CN(C2)C(=O)OC(C)(C)C)Cl tert-butyl 3-(3-(2,5-dichloropyrimidin-4-yl)pyrazolo[1,5-a]pyridin-6-yl)azetidine-1-carboxylate